O1N[C@@H](CC1)C=1C=C(C#N)C=CC1 3-[(3S)-isoxazolidin-3-yl]benzonitrile